4-fluoro-1-hydroxy-1,3-dihydrobenzo[c][1,2]oxaborole-6-carboxylic acid perfluorophenyl ester FC1=C(C(=C(C(=C1F)F)F)F)OC(=O)C=1C=C(C2=C(B(OC2)O)C1)F